C(C)N1CC2(CN(C2)C2=CC=C(N=N2)NC2=NC=C(C(=N2)C2=C(C3=C(N(C(=N3)C)C(C)C)S2)C)F)C1 6-(6-ethyl-2,6-diazaspiro[3.3]hept-2-yl)-N-(5-fluoro-4-(3-isopropyl-2,6-dimethyl-3H-thieno[2,3-d]imidazol-5-yl)pyrimidin-2-yl)pyridazin-3-amine